2-(2-(4,4-difluoroazepan-1-yl)-7-fluoroquinoline-3-carboxamido)oxazole-4-carboxylic acid FC1(CCN(CCC1)C1=NC2=CC(=CC=C2C=C1C(=O)NC=1OC=C(N1)C(=O)O)F)F